3-(4-amino-2-((6-methylpyridin-2-yl)methyl)-7-(pyrimidin-4-yl)-2H-[1,2,3]triazolo[4,5-c]pyridin-6-yl)benzonitrile NC1=NC(=C(C=2C1=NN(N2)CC2=NC(=CC=C2)C)C2=NC=NC=C2)C=2C=C(C#N)C=CC2